4,4'-((4-(dipropylcarbamoyl)pyridine-2,6-diyl)bis(1H-1,2,3-triazole-4,1-diyl))bis(2-hydroxybenzoic acid) C(CC)N(C(=O)C1=CC(=NC(=C1)C=1N=NN(C1)C1=CC(=C(C(=O)O)C=C1)O)C=1N=NN(C1)C1=CC(=C(C(=O)O)C=C1)O)CCC